8-ethyl-1,2,3,4-tetrahydroquinoline C(C)C=1C=CC=C2CCCNC12